CN(CCN1N=CC2=C(C=C(C=C12)N1C(C2=CC(=CC=C2C1)C1(COC1)CC1=NN=CN1C)=O)C)C 2-(1-(2-(Dimethylamino)ethyl)-4-methyl-1H-indazol-6-yl)-6-(3-((4-methyl-4H-1,2,4-triazol-3-yl)methyl)oxetan-3-yl)isoindolin-1-one